methyl-1-(4-bromo-3,5-dimethoxyphenyl)-2,5,8,11-tetraoxatridecan-13-ol CC(OCCOCCOCCOCCO)C1=CC(=C(C(=C1)OC)Br)OC